C(C)N(C(=O)C1=C(OC2=C(N=CN=N2)N2CC3(CN(C3)[C@@H](CCCCNC([O-])=O)C(C)C)CC2)C=CC(=C1)F)C(C)C (S)-(5-(6-(6-(2-(ethyl(isopropyl)carbamoyl)-4-fluorophenoxy)-1,2,4-triazin-5-yl)-2,6-diazaspiro[3.4]octan-2-yl)-6-methylheptyl)carbamate